1,2,4-triazin-3-amine hydrochloride Cl.N1=NC(=NC=C1)N